O1CC[C@@H](C2=CC=CC=C12)NC(=O)C1=CC2=C(N=C(S2)C=2C=NC=C(C2)C2CC2)C=C1 (S)-N-(chroman-4-yl)-2-(5-cyclopropylpyridin-3-yl)benzo[d]thiazole-6-carboxamide